CC1(CN(CCN1)C1=CC=CC(=N1)CNC1=NC=NN2C1=C(C=C2)C2CCOCC2)C N-((6-(3,3-dimethylpiperazin-1-yl)pyridin-2-yl)methyl)-5-(tetrahydro-2H-pyran-4-yl)pyrrolo[2,1-f][1,2,4]triazin-4-amine